(4-methyl-3-oxo-3,4-dihydroquinoxalin-2-yl)oxazolidin-2-one CN1C(C(=NC2=CC=CC=C12)N1C(OCC1)=O)=O